1-(3-(isopropylamino)propyl)-1H-indole-6-carboxylic acid methyl ester COC(=O)C1=CC=C2C=CN(C2=C1)CCCNC(C)C